C(C)(C)(C)C1=C(C(=O)OC=C(C2=CC=CC=C2)OC)C=CC=C1 methoxyphenylethenyl t-butylbenzoate